3-(benzyloxy)-5-(benzyloxymethyl)-tetrahydrofuran-2-carbonitrile C(C1=CC=CC=C1)OC1C(OC(C1)COCC1=CC=CC=C1)C#N